4,7-dichloro-8-methyl-2-(methylsulfanyl)pyrano[4,3-d]pyrimidin-5-one ClC=1C2=C(N=C(N1)SC)C(=C(OC2=O)Cl)C